tetraethyldiacetoxydistannoxane C(C)[Sn](O[Sn](OC(C)=O)(OC(C)=O)CC)(CC)CC